4-(4-((4-(3-(2,4-dioxotetrahydropyrimidin-1(2H)-yl)-1-methyl-1H-indazol-6-yl)piperidin-1-yl)methyl)-piperidin-1-yl)benzonitrile O=C1N(CCC(N1)=O)C1=NN(C2=CC(=CC=C12)C1CCN(CC1)CC1CCN(CC1)C1=CC=C(C#N)C=C1)C